C(CC)(=O)OC/C=N/NC1=C(C=CC(=C1)F)C (2E)-2-[2-(5-fluoro-2-methylphenyl) hydrazine-1-ylidene]Ethyl propionate